BrCC(=O)C=1C=C(C(=C(C#N)C1)O)C 5-(2-bromo-acetyl)-2-hydroxy-3-methylbenzonitrile